N-(3-Chloro-4-methylphenyl)-N1-(4-ethylphenyl)-6-morpholin-4-yl-[1,3,5]triazine-2,4-diamine ClC=1C=C(C=CC1C)NC1N(C(=NC(=N1)N)N1CCOCC1)C1=CC=C(C=C1)CC